3-chloro-2-[[(2r,4r)-4-(pyridin-3-yl)pyrrolidin-2-yl]methoxy]pyridine ClC=1C(=NC=CC1)OC[C@@H]1NC[C@H](C1)C=1C=NC=CC1